N[C@@H](CN[C@@H](C1=CC=2N(N=C1)C=C(N2)[C@H](C2CCC(CC2)(F)F)NC(OC(C)(C)C)=O)C2CC2)CC(F)(F)F |o1:1| tert-butyl ((S)-(7-((R)-(((R*)-2-amino-4,4,4-trifluorobutyl)amino)(cyclopropyl)methyl)imidazo[1,2-b]pyridazin-2-yl)(4,4-difluorocyclohexyl)methyl)carbamate